alpha-L(-)-fucose O[C@H]1[C@@H](O)[C@H](O)[C@H](O)[C@@H](O1)C